C(CCC(=O)[O-])(=O)OC(C)(CC)C1CCCC1 2-cyclopentyl-2-n-butyl succinate